FC1=CC=C(C=C1)C(=O)N1[C@@H](C=2N(CC1)C(=NN2)C=2SC=1C(=NC=C(C1)F)N2)C (R)-(4-fluorophenyl)(3-(6-fluorothiazolo[4,5-b]pyridin-2-yl)-8-methyl-5,6-dihydro-[1,2,4]triazolo[4,3-a]pyrazin-7(8H)-yl)methanone